ClC=1OC(=C(N1)N1C=CC=2C=CC=NC2C1=O)C1=CC=C(C=C1)Cl 7-(2-chloro-5-(4-chlorophenyl)oxazol-4-yl)-1,7-naphthyridin-8(7H)-one